tri-hydroxypropane OC(CC)(O)O